(S)-2-aminohexanoic acid N[C@H](C(=O)O)CCCC